5,6-dimethylbenzothiazole-2-formaldehyde CC=1C(=CC2=C(N=C(S2)C=O)C1)C